5-fluoro-4-((5-fluoro-6-vinylpyridin-3-yl)methyl)-2,3-dimethyl-1H-indole-7-carboxamide FC=1C(=C2C(=C(NC2=C(C1)C(=O)N)C)C)CC=1C=NC(=C(C1)F)C=C